Cl.C1(=CC=CC=C1)O phenol-Hydrochlorid